BrC1=CC2=C(N(C(=N2)[C@@H]2CCCC(N2C2=CC(=C(C=C2)OC)F)=O)[C@@H]2CC[C@H](CC2)O)C=C1 (S)-6-(5-bromo-1-(trans-4-hydroxycyclohexyl)-1H-benzo[d]imidazol-2-yl)-1-(3-fluoro-4-methoxyphenyl)piperidin-2-one